FC=1C=C(C=C2CC(CC12)C=O)OCC#N 2-[(7-fluoro-2-formyl-2,3-dihydro-1H-inden-5-yl)oxy]acetonitrile